5'-hydroxy-7'-methyl-spiro[cyclobutane-1,3'-indoline] OC=1C=C2C3(CNC2=C(C1)C)CCC3